ClC1=C(C=CC=C1)[C@@H](C)OC(=O)NC1=C(N=NN1C)C1=CC=C(C(=N1)C)OCC1C(CCCC1)C(=O)O 2-(((6-(5-((((R)-1-(2-chlorophenyl)ethoxy)carbonyl)amino)-1-methyl-1H-1,2,3-triazol-4-yl)-2-methylpyridin-3-yl)oxy)methyl)cyclohexane-1-carboxylic acid